FC(C1=NN=C(O1)C=1C=NC(=NC1)NC(C)C1=C(C=CC=C1)F)F 5-[5-(difluoromethyl)-1,3,4-oxadiazol-2-yl]-N-[1-(2-fluorophenyl)ethyl]pyrimidine-2-amine